BrC1=CC=C2C=CC3=C(C=CC4=CC=C1C2=C34)C3=CC=CC4=CC=CC=C34 1-bromo-6-naphthylpyrene